[Si](C1=CC=CC=C1)(C1=CC=CC=C1)(C(C)(C)C)OC[C@H]1CN(CC1)C=1C=CC(=C(NC)C1)[N+](=O)[O-] (R)-5-(3-(((tert-butyldiphenylsilyl)oxy)methyl)pyrrolidin-1-yl)-N-methyl-2-nitroaniline